2-amino-6-(4-fluorophenyl)-5-(4-methylquinazolin-6-yl)pyrimidine-4-carboxamide NC1=NC(=C(C(=N1)C(=O)N)C=1C=C2C(=NC=NC2=CC1)C)C1=CC=C(C=C1)F